S1C(=NC2=C1C=CC=C2)C(=O)[O-].[K+] potassium 1,3-benzothiazole-2-carboxylate